(4-(4-amino-5-(3-fluoro-4-((1-oxotetrahydro-2H-1λ6-thiopyran-1-ylidene)amino)phenyl)-7-methyl-7H-pyrrolo[2,3-d]pyrimidin-6-yl)phenyl)methacrylamide NC=1C2=C(N=CN1)N(C(=C2C2=CC(=C(C=C2)N=S2(CCCCC2)=O)F)C2=CC=C(C=C2)C=C(C(=O)N)C)C